C(C)(C)(C)[S@](=O)N1[C@@H]([C@@H]1C1=CC=CC=C1)C(=O)[O-].[Li+] lithium (2S,3S)-1-((S)-tert-butylsulfinyl)-3-phenylaziridine-2-carboxylate